COC=1C=C2C=CN=C(C2=C(C1)C)N(C(C1=CC=C(C=C1)C=1N=NN(C1)C)=O)[C@H]1CNCCC1 N-(6-methoxy-8-methyl-1-isoquinolyl)-4-(1-methyltriazol-4-yl)-N-[(3R)-3-piperidyl]benzamide